9-bromo-8-chloro-4-(1-(1-((2-(trimethylsilyl)ethoxy)methyl)-1H-imidazol-5-yl)ethyl)-5,6-dihydro-4H-[1,4]oxazepino[5,6,7-de]quinazoline BrC=1C(=C2C=3C(=NC=NC3C1)N(CCO2)C(C)C2=CN=CN2COCC[Si](C)(C)C)Cl